2-butyl-6-methoxyquinolin-4(1H)-one C(CCC)C=1NC2=CC=C(C=C2C(C1)=O)OC